P(=O)(OC1=CC(=C(C(=C1)F)CN1C(N([C@H](C2=CC=C(C=C12)C(NCC1=C(C=C(C=C1F)F)F)=O)C)C)=O)Cl)(O)O (S)-3-chloro-4-((3,4-dimethyl-2-oxo-7-((2,4,6-trifluorobenzyl) carbamoyl)-3,4-dihydroquinazolin-1(2H)-yl)methyl)-5-fluorophenyl dihydrogen phosphate